[Cl-].NC=1NC(C2=C(N1)NC=C2C[NH2+]CC2(CC2)CC2=CC=CC=C2)=O 1-(2-amino-4-oxo-4,7-dihydro-3H-pyrrolo[2,3-d]pyrimidin-5-yl)-N-((1-benzylcyclopropyl)methyl)methanaminium chloride